1-oxoisoindolin-2-ylpiperidine-2,6-dione O=C1N(CC2=CC=CC=C12)N1C(CCCC1=O)=O